CS(=O)(=O)C1=CC=C(C=C1)C1CCN(CC1)C1=C(C(N(C2=CC=CC=C12)C)=O)C#N 4-{4-[4-(methylsulfonyl)phenyl]piperidin-1-yl}-1-methyl-2-oxo-1,2-dihydroquinoline-3-carbonitrile